(4-fluorobenzyl)-2-((5-((naphthalene-2-yloxy)methyl)-1,3,4-oxadiazol-2-yl)thio)acetamide FC1=CC=C(CC(C(=O)N)SC=2OC(=NN2)COC2=CC3=CC=CC=C3C=C2)C=C1